1-(1H-Benzimidazol-5-yl)-5-{2,3-difluoro-4-[5-(hydroxymethyl)thiophen-3-yl]phenyl}imidazolidin-2-one N1C=NC2=C1C=CC(=C2)N2C(NCC2C2=C(C(=C(C=C2)C2=CSC(=C2)CO)F)F)=O